6-(1-(4-fluorophenyl)ethyl)-N,N-dimethyl-5-((2-(pyrrolidin-1-yl)ethyl)amino)pyrazine-2-carboxamide FC1=CC=C(C=C1)C(C)C1=C(N=CC(=N1)C(=O)N(C)C)NCCN1CCCC1